C[C@@H]1CN(C[C@H](O1)C)C1=C(C=CC(=C1)[N+](=O)[O-])C(=O)N1CCS(CC1)(=O)=O [2-[(trans)-2,6-dimethylmorpholin-4-yl]-4-nitrophenyl]-(1,1-dioxo-1,4-thiazinan-4-yl)methanone